NC1=C(C=NN1C1=C(C=CC(=C1)Cl)OC)C(=O)N1C[C@@]2(CCC1)C1=C(NC(O2)=O)C=CC(=C1F)Cl (R)-1'-(5-Amino-1-(5-chloro-2-methoxyphenyl)-1H-pyrazole-4-carbonyl)-6-chloro-5-fluorospiro[benzo[d][1,3]oxazine-4,3'-piperidin]-2(1H)-one